C(C)(C)(C)OC(=O)N1C(CNC(C1)F)C1=C(C=CC=C1)CS(=O)(=O)C=1C(C)=CC=CC1 5-fluoro-2-(((2-toluenesulfonyl)methyl)phenyl)piperazine-1-carboxylic acid tert-butyl ester